4-fluoro-5-(2-methyl-1,3-thiazol-5-yl)-2-{6-[3-(oxolan-3-ylamino)pyrrolidin-1-yl]pyridazin-3-yl}phenol FC1=CC(=C(C=C1C1=CN=C(S1)C)O)C=1N=NC(=CC1)N1CC(CC1)NC1COCC1